ClC1=CC(=C2C(=N1)C(=CS2)COC(F)F)N(C(OC(C)(C)C)=O)CC=2SC=CC2 tert-Butyl (5-chloro-3-((difluoromethoxy)methyl)thieno[3,2-b]pyridin-7-yl)(thiophen-2-ylmethyl)carbamate